1-((4-(3-hydroxypentan-3-yl)-cyclohexyl)methyl)-3,7-dimethyl-1H-purine-2,6(3H,7H)-dione OC(CC)(CC)C1CCC(CC1)CN1C(N(C=2N=CN(C2C1=O)C)C)=O